(S)-3-(4-chlorophenyl)pyrrolidine ClC1=CC=C(C=C1)[C@H]1CNCC1